C(C1=CC=CC=C1)OC=1C=NC(=NC1)N1CCC2(CCN(C2=O)C)CC1 8-(5-benzyloxy-pyrimidin-2-yl)-2-methyl-2,8-diazaspiro[4.5]decan-1-one